FC1=CC=C(C=C1)C1=CC(=CC(=N1)OC1[C@@H]2CN(C[C@H]12)C(=O)OCC1=CC=CC=C1)CO benzyl (1R,5S,6s)-6-((6-(4-fluorophenyl)-4-(hydroxymethyl)pyridin-2-yl)oxy)-3-azabicyclo[3.1.0]hexane-3-carboxylate